C(C)(C)(C)C1=C(C=C(C(=C1)C(C)(C)C)O)NC(=O)C1=CN(C2=CC=CC=C2C1=O)C(=O)OC(C)(C)C tert-butyl 3-[(2,4-di-tert-butyl-5-hydroxy-phenyl)carbamoyl]-4-oxo-quinoline-1-carboxylate